BrC=1C=C(SC1)C(C)NS(=O)CC(C)C N-(1-(4-bromothiophen-2-yl)ethyl)-2-methylpropanesulfinamide